S1C(=NC2=C1C=CC=C2)C2=C(C=C(C=C2)Cl)NC(C2=C(C(=C(C(=C2F)F)NCCO)F)F)=O N-(2-(benzo[d]thiazol-2-yl)-5-chlorophenyl)-2,3,5,6-tetrafluoro-4-((2-hydroxyethyl)amino)benzamide